O=C1NC(CCC1N1C(C2=CC=C(C=C2C1)OCCOCCOCCC(=O)[O-])=O)=O 3-[2-[2-[[2-[2,6-bis(oxidanylidene)piperidin-3-yl]-1-oxidanylidene-3H-isoindol-5-yl]oxy]ethoxy] ethoxy]propanoate